ClC=1C=C(C=CC1)N1N=CC(=C1)S(=O)(=O)C1=CC=C(C=C1)CNC(=O)C1=CC=2C=NC=CC2N1 N-({4-[1-(3-chlorophenyl)-1H-pyrazole-4-sulfonyl]phenyl}methyl)-1H-pyrrolo[3,2-c]pyridine-2-carboxamide